C(C)OC(=O)C=1NC=C(C1C)C1=CC=NC=C1 3-methyl-4-(pyridin-4-yl)-1H-pyrrole-2-carboxylic acid ethyl ester